O(S(=O)(=O)C(F)(F)F)C1=C2C(=NC=C1)C=NN2 1H-pyrazolo[4,3-b]Pyridin-7-yl triflate